N-(2,6-dimethyl-4-(7-((1-(trifluoromethyl)cyclopropyl)methoxy)-1,3,4,5-tetrahydro-2H-benzo[c]azepin-2-yl)phenyl)-3,3-dimethylbutanamide CC1=C(C(=CC(=C1)N1CC2=C(CCC1)C=C(C=C2)OCC2(CC2)C(F)(F)F)C)NC(CC(C)(C)C)=O